Cl.Cl.FC1=C(C=CC(=C1)F)CC=1C=C2C(=NC1)C(CN2C(CN2[C@H](CN[C@@H](C2)C)CN2C(CCC2)=O)=O)(C)C 1-{[(2R,5R)-1-(2-{6-[(2,4-Difluorophenyl)methyl]-3,3-dimethyl-1H,2H,3H-pyrrolo[3,2-b]pyridin-1-yl}-2-oxoethyl)-5-methylpiperazin-2-yl]methyl}pyrrolidin-2-one dihydrochloride